CC=1C=NN(C1C1=CCN([C@H]2C[C@@H]12)C(=O)OC(C)(C)C)C1COC1 tert-butyl (1S,6S)-5-(4-methyl-1-(oxetan-3-yl)-1H-pyrazol-5-yl)-2-azabicyclo[4.1.0]hept-4-ene-2-carboxylate